ethyl (±)-(4R)-2-(4-hydroxyphenethyl)-2-methylthiazolidine-4-carboxylate OC1=CC=C(CC[C@]2(SC[C@H](N2)C(=O)OCC)C)C=C1 |&1:7|